C[C@H]1CN(C[C@H](N1)C)C1=NC(N2C3=C(C(=C(C=C13)C(F)(F)F)C1=CC=C(C=C1)F)SC[C@H](C2)N2CCOCC2)=O (S)-8-((3S,5R)-3,5-dimethylpiperazin-1-yl)-11-(4-fluorophenyl)-3-morpholino-10-(trifluoromethyl)-3,4-dihydro-2H,6H-[1,4]thiazepino[2,3,4-ij]quinazolin-6-one